CC(C(=S)OCCOP(=O)(OC1=CC=C(C=C1)[N+](=O)[O-])OCCOC(C(C)(C)C)=S)(C)C ((((4-nitrophenoxy) phosphoryl) bis(oxy)) bis(ethylene)) bis(2,2-dimethylthiopropionate)